BrCC=1C=C2CCCC2=CC1CBr 5,6-bis(bromomethyl)-2,3-dihydro-1H-indene